C1(CC1)OC1=C(C=CC(=C1)F)C(=O)N1CC2(C1)CC(C2)C2=CC(=NN2C2=C(C=CC=C2)C)C (2-cyclopropoxy-4-fluorophenyl){6-[3-methyl-1-(o-tolyl)-5-pyrazolyl]-2-aza-2-spiro[3.3]heptyl}methanone